NC=1C(=NC(=CC1C1CC1)C1=CC(=CC=C1)C1=CC(=NO1)[C@]1(C(N(CC1)C)=O)O)C(=O)N (R)-3-amino-4-cyclopropyl-6-(3-(3-(3-hydroxy-1-methyl-2-oxopyrrolidin-3-yl)isoxazol-5-yl)phenyl)pyridinamide